N-(2-phenylaminoethyl)-3-aminopropyl-trimethoxysilane technetium [Tc].C1(=CC=CC=C1)NCCNCCC[Si](OC)(OC)OC